CC(CC(=O)C1=C(C(=C(OCCNCCOC=2C=C(C(=O)O)C=CC2OC)C=C1)C)O)(C)C 3-[2-({2-[4-(3,3-Dimethylbutanoyl)-3-hydroxy-2-methylphenoxy]ethyl}amino)ethoxy]-4-methoxybenzoic acid